(2S,4R)-1-(2-(4-amino-5-(pyridin-3-yl)-7H-pyrrolo[2,3-d]pyrimidin-7-yl)acetyl)-N-(3-chloro-2-fluorophenylmethyl)-4-fluoropyrrolidine-2-carboxamide NC=1C2=C(N=CN1)N(C=C2C=2C=NC=CC2)CC(=O)N2[C@@H](C[C@H](C2)F)C(=O)NCC2=C(C(=CC=C2)Cl)F